4-fluoro-3-(3-(ethyl(pyrimidin-2-yl)amino)azetidine-1-carbonyl)benzaldehyde FC1=C(C=C(C=O)C=C1)C(=O)N1CC(C1)N(C1=NC=CC=N1)CC